methyl 4-(4-(tert-butyl)phenyl)pyrazolo[1,5-a]quinoxaline-7-carboxylate C(C)(C)(C)C1=CC=C(C=C1)C=1C=2N(C3=CC=C(C=C3N1)C(=O)OC)N=CC2